N-chloro-di-3-pentylamine ClN(C(CC)CC)C(CC)CC